sodium uridinate [C@]1([C@H](O)[C@H](O)[C@@H](CO)O1)(N1C(=O)NC(=O)C=C1)C(=O)[O-].[Na+]